N-α-maleimidoacetoxysuccinimide C1(C=CC(N1CC(=O)ON1C(CCC1=O)=O)=O)=O